ethylenebisammonium stearate C(CCCCCCCCCCCCCCCCC)(=O)[O-].C(C[NH3+])[NH3+].C(CCCCCCCCCCCCCCCCC)(=O)[O-]